CN1CCN(CC1)C1=CC=C(C=C1)NC=1N=CC=2S(N(C3=C(C2N1)C=CC(=C3)C(=O)OC)CCC)(=O)=O methyl 2-{[4-(4-methylpiperazin-1-yl)phenyl]amino}-6-propyl-6H-pyrimido[5,4-c][2,1]benzothiazine-8-carboxylate 5,5-dioxide